FC=1C=CC(=NC1)NC(CN1C=2N(C(C3=C1C(N(C3)C(C)C)=O)=O)N=C(C2)C2=CC(=CC=C2)C=C)=O N-(5-fluoropyridin-2-yl)-2-(6-isopropyl-5,8-dioxo-2-(3-vinylphenyl)-5,6,7,8-tetrahydro-4H-pyrazolo[1,5-a]pyrrolo[3,4-d]pyrimidin-4-yl)acetamide